COC1=NC=C(C(=C1)[C@@H]1N(CCCCC1)C1=NC(=NC(=C1)C)N)OC |r| (+-)-4-[2-(2,5-dimethoxy-4-pyridyl)azepan-1-yl]-6-methyl-pyrimidin-2-amine